C(C)(C)(C)OC(=O)N1CC(OCC1)COC1=CC(=CC(=C1)C=1SC(=CN1)C)C(=O)OC 2-{[3-(methoxycarbonyl)-5-(5-methyl-1,3-thiazol-2-yl)phenoxy]methyl}morpholine-4-carboxylic acid tert-butyl ester